N-(6-hydroxyhexyl)-5-norbornene-2,3-dicarboximide OCCCCCCN1C(=O)C2C3C=CC(C2C1=O)C3